COC(CCCC1=C(C=CC(=C1)C(F)(F)F)[N+](=O)[O-])=O 4-[2-nitro-5-(trifluoromethyl)phenyl]Butyric acid methyl ester